(Z)-N'-(3-(3-(3-(pentafluorosulfanyl)-5-(trifluoromethyl)phenyl)-1H-1,2,4-triazol-1-yl)acryloyl)tetrahydrofuran-3-carbohydrazide FS(C=1C=C(C=C(C1)C(F)(F)F)C1=NN(C=N1)\C=C/C(=O)NNC(=O)C1COCC1)(F)(F)(F)F